C(C)C=1C(C1CC)(C(=O)O)[Si](C)(C)C 2,3-diethyl-1-(trimethylsilyl)-2-cyclopropene-1-carboxylic acid